methyl (S)-3-(7-bromobenzo[c][1,2,5]thiadiazol-4-yl)-2-(2,6-difluoro-4-((4-(2-fluoropyridin-4-yl)phenyl)sulfonamido)benzamido)propanoate BrC1=CC=C(C=2C1=NSN2)C[C@@H](C(=O)OC)NC(C2=C(C=C(C=C2F)NS(=O)(=O)C2=CC=C(C=C2)C2=CC(=NC=C2)F)F)=O